tert-butyl trans-3-hydroxy-4-(4-(methylthio)phenyl)pyrrolidine-1-carboxylate O[C@@H]1CN(C[C@H]1C1=CC=C(C=C1)SC)C(=O)OC(C)(C)C